C12(CCC(CC1)C2)[Si](OC)(OC)C21CCC(CC2)C1 dinorbornyl-dimethoxysilane